5-((trans-3,4-dihydroxypiperidin-1-yl)methyl)-N-(5-(methylsulfanyl)-1,3,4-thiadiazol-2-yl)benzo[c]isoxazole-3-carboxamide O[C@@H]1CN(CC[C@H]1O)CC1=CC=2C(=NOC2C(=O)NC=2SC(=NN2)SC)C=C1